ethyl 6-chloro-1-(6-(3-(dimethylamino)azetidin-1-yl)pyridin-3-yl)-7-fluoro-4-oxo-1,4-dihydroquinoline-3-carboxylate ClC=1C=C2C(C(=CN(C2=CC1F)C=1C=NC(=CC1)N1CC(C1)N(C)C)C(=O)OCC)=O